ClC1=CC=C(S1)C1=CC(=NO1)C(=O)O 5-(5-chlorothiophene-2-yl)-1,2-oxazole-3-carboxylic acid